N-(5-(5-chlorothiophen-2-yl)-4-cyclobutyl-1-methyl-1H-pyrazol-3-yl)-3,3-difluorocyclobutane-1-carboxamide ClC1=CC=C(S1)C1=C(C(=NN1C)NC(=O)C1CC(C1)(F)F)C1CCC1